CC1C(CCC1)OC(=O)C=1N=C(SC1)C1=CC=C(C=C1)OCC.C(C)N(C(C1=C(C=C(C=C1)C(F)(F)F)C1=CC(=C(C=C1)OC)OC)=O)C N-ethyl-N-methyl-4-(trifluoromethyl)-2-(3,4-dimethoxyphenyl)benzamide 2-Methylcyclopentyl-2-(4-ethoxyphenyl)thiazole-4-carboxylate